Cl.C[C@@H]1[C@@H](NCCO1)C (2r,3s)-2,3-dimethylmorpholine hydrochloride